ClC1=C(C=C(C=C1C)C)NS(=O)(=O)C1=CC=C(C=C1)[N+](=O)[O-] N-(2-chloro-3,5-dimethylphenyl)-4-nitrobenzenesulfonamide